B(O)(O)C1=CC(=C(CN(C(=O)C=2C=C(C=C(C2)[N+](=O)[O-])B(O)O)CCCC[C@@H](C(=O)N)N)C=C1)OC (S)-(3-((4-borono-2-methoxybenzyl)(5,6-diamino-6-oxohexyl)carbamoyl)-5-nitrophenyl)boronic acid